C(NC(=O)N)NC(=O)NCNC(=O)NCNC(=O)N trimethylenetetraurea